CS(=O)(=O)N1CCN(CC1)C1=CC(=NC2=C(N=CC=C12)C1=CC=NN1)N1CCOCC1 4-[4-(methylsulfonyl)piperazin-1-yl]-2-(morpholin-4-yl)-8-(1H-pyrazol-5-yl)-1,7-naphthyridine